8-(4-amino-3-methylsulfanyl-phenoxy)-4H-pyrido[2,3-b]pyrazin-3-one hydrochloride Cl.NC1=C(C=C(OC2=CC=NC=3NC(C=NC32)=O)C=C1)SC